(2,3-epoxypropyl)-2-methyl-5-nitroimidazole C(C1CO1)C=1N=C(NC1[N+](=O)[O-])C